ethyl 3-[1-[5-(benzyloxy)pentyl]-4-methyl 1H-benzotriazol-5-yl]-3-[3-(1-hydroxyethyl)-4-methoxyphenyl]propanoate C(C1=CC=CC=C1)OCCCCCN1N=NC2=C1C=CC(=C2C)C(CC(=O)OCC)C2=CC(=C(C=C2)OC)C(C)O